BrC1=C(C=C2C(N(C(C2=C1)=O)C1C(NC(CC1)=O)=O)=O)CN1CCC(CC1)N1N=C(C(=C1)NC(=O)C=1C=NN2C1N=C(C=C2)N2CCOCC2)C(F)F N-(1-(1-((6-bromo-2-(2,6-dioxopiperidin-3-yl)-1,3-dioxoisoindoline-5-yl)methyl)piperidin-4-yl)-3-(difluoromethyl)-1H-pyrazol-4-yl)-5-morpholinopyrazolo[1,5-a]pyrimidine-3-carboxamide